N-(2-methoxyethyl)-4-(5,6,7,8-tetrahydro-1,8-naphthyridin-2-yl)butyramide COCCNC(CCCC1=NC=2NCCCC2C=C1)=O